C(C(C)C)OC=C(C)C1=CC=C(C=C1)C(=COCC(C)C)C 1,4-bis(1-isobutoxyprop-1-en-2-yl)benzene